lauryldimethyl-amine oxide C(CCCCCCCCCCC)[N+](C)(C)[O-]